O=C1C=CC=NN1 6-OXO-1,6-DIHYDRO-PYRIDAZINE